NC1C(CC(C1)(F)F)O 2-Amino-4,4-difluorocyclopentanol